FC(C(=O)[O-])(\C=C\C1=CC=CC=C1)F (E)-2,2-difluoro-4-phenylbut-3-enoate